ClCC(=O)N(CC1=CC=C(C=C1)OC)C(C(=O)[O-])CO (2-chloroacetyl-[(4-methoxyphenyl)methyl]amino)-3-hydroxy-propanoate